ethyl-L-valinamide C(C)N[C@@H](C(C)C)C(=O)N